Hafnium silicate [Si]([O-])([O-])([O-])[O-].[Hf+4]